C=CC=CCCCCCCCCCCCCCCCC Eicosenene